6a,7,10,10a-Tetrahydro-1-hydroxy-6,6-dimethyl-3-pentyl-6H-dibenzo(b,d)pyran-9(8H)-one OC1=CC(=CC=2OC(C3C(C21)CC(CC3)=O)(C)C)CCCCC